C(#N)C1=C(C(=CC(=C1)N1CC2=CC=C(C=C2CC1)F)F)NC(CC(C)(C)C)=O N-(2-cyano-6-fluoro-4-(6-fluoro-3,4-dihydroisoquinolin-2(1H)-yl)phenyl)-3,3-dimethylbutyramide